CC1=C(C=C(C(=O)NC2=CC(=C(C=C2)CN2CCN(CC2)C)C(F)(F)F)C=C1)C=1C=C2C=NC(=NC2=CC1)NC1=CC=C(C=C1)C 4-methyl-N-(4-((4-methylpiperazin-1-yl)methyl)-3-(trifluoromethyl)phenyl)-3-(2-(p-tolylamino)quinazolin-6-yl)benzamide